O1CC2(CC1)CNC1=CC=CC=C12 1,2-dihydrospiro[indole-3,3'-tetrahydrofuran]